4'-(7-oxo-6,7-dihydro-3H-[1,2,3]triazolo[4,5-d]pyrimidin-5-yl)-3'-(2-(pyrrolidin-1-yl)ethoxy)-[1,1'-biphenyl]-4-carboxylic acid O=C1C2=C(N=C(N1)C1=C(C=C(C=C1)C1=CC=C(C=C1)C(=O)O)OCCN1CCCC1)NN=N2